(R)-3-(4-(2-(2-methyltetrazol-5-yl)pyridin-5-yl)-3-fluorophenyl)-5-methyloloxazolidine-2-one phosphate P(=O)(O)(O)O.CN1N=C(N=N1)C1=NC=C(C=C1)C1=C(C=C(C=C1)N1C(O[C@H](C1)CO)=O)F